trans-N-(4-(2-aminocyclopropyl)phenyl)-2-bromobenzamide N[C@H]1[C@@H](C1)C1=CC=C(C=C1)NC(C1=C(C=CC=C1)Br)=O